N1(CCC1)C1SCCN1 azetidinyl-thiazolidine